[Si](C)(C)(C(C)(C)C)O[C@@H]1[C@H](N(CC1)C(=O)OC(C)(C)C)C(N(C=1C=C(C=CC1)C)CC=O)=O tert-butyl (2S,3S)-3-((tert-butyldimethylsilyl)oxy)-2-((2-oxoethyl)(m-tolyl)carbamoyl)pyrrolidine-1-carboxylate